3-(2-(4-(1H-pyrazol-1-yl)phenyl)-6-(4-(methylsulfonyl)piperazin-1-carbonyl)pyrimidin-4-yl)propionaldehyde N1(N=CC=C1)C1=CC=C(C=C1)C1=NC(=CC(=N1)CCC=O)C(=O)N1CCN(CC1)S(=O)(=O)C